8-chloro-2-((S)-3-methylmorpholin-4-yl)-[1,7]naphthyridin-4-ol ClC=1N=CC=C2C(=CC(=NC12)N1[C@H](COCC1)C)O